4-(6-((2-Fluoro-4-(methoxy(methyl)carbamoyl)benzyl)oxy)pyridin-2-yl)piperidine-1-carboxylic acid FC1=C(COC2=CC=CC(=N2)C2CCN(CC2)C(=O)O)C=CC(=C1)C(N(C)OC)=O